(S)-4-((1-(4-chloro-8-(1H-imidazol-2-yl)-1-oxo-2-phenyl-1,2-dihydroisoquinolin-3-yl)ethyl)amino)pyrido[2,3-d]pyrimidin-5(8H)-one ClC1=C(N(C(C2=C(C=CC=C12)C=1NC=CN1)=O)C1=CC=CC=C1)[C@H](C)NC=1C2=C(N=CN1)NC=CC2=O